(E)-3,4-dihydroxy-N'-(4-((4-oxo-4H-benzopyran-3-yl)methoxy)benzylidene)benzoyl-hydrazine OC=1C=C(C(=O)N/N=C/C2=CC=C(C=C2)OCC2=COC3=C(C2=O)C=CC=C3)C=CC1O